N2-isopropyl-6-(6-(trifluoromethyl)pyridin-2-yl)-1,3,5-triazine-2,4-diamine C(C)(C)NC1=NC(=NC(=N1)N)C1=NC(=CC=C1)C(F)(F)F